C(C)N(CC)CC1=CC=C(C=C1)C1=CC=C2C(N1CCCN1CCCCC1)=CCS2 5-(4-((diethylamino)methyl)phenyl)-N-(3-(piperidin-1-yl)propyl)thieno[3,2-b]pyridin